1-[(2R,4S,5R)-4-[(tert-butyldimethylsilyl)oxy]-5-{[(tert-butyldimethylsilyl)oxy]methyl}-5-isopropyloxolan-2-yl]-3H-pyrimidine-2,4-dione [Si](C)(C)(C(C)(C)C)O[C@H]1C[C@@H](O[C@]1(C(C)C)CO[Si](C)(C)C(C)(C)C)N1C(NC(C=C1)=O)=O